cholesta-7,24-dien-3β-ol CC(C)=CCC[C@@H](C)[C@H]1CC[C@H]2C3=CCC4C[C@H](CC[C@]4(C)[C@H]3CC[C@]12C)O